O[C@H]1[C@@H](O)[C@@H](O)[C@H](O)[C@@H](O1)C(=O)[O-].[NH4+] ammonium α-L-guluronate